1-(2-(4-cyanobenzyl)-2-azaspiro[3.3]heptan-6-yl)-3-(4-methoxybenzyl)urea C(#N)C1=CC=C(CN2CC3(C2)CC(C3)NC(=O)NCC3=CC=C(C=C3)OC)C=C1